FC(N1OC=2C(CCC1C(=O)NC1=C3[C@@H](CC(C3=CC=C1)(C)C)CCC)CC=CC2)F 2-(difluoromethyl)-N-[(3R)-1,1-dimethyl-3-propyl-indan-4-yl]tetrahydrobenzoxazepine-3-carboxamide